C(CCC)[N+](C)(CCCC)CCCC N,N,N-tributyl-N-methylammonium